N-(3-(methoxymethyl)-1-(4-(trifluoromethyl)phenyl)-1H-indol-5-yl)acrylamide COCC1=CN(C2=CC=C(C=C12)NC(C=C)=O)C1=CC=C(C=C1)C(F)(F)F